2,6-diisopropylphenylethylmagnesium C(C)(C)C1=C(C(=CC=C1)C(C)C)CC[Mg]